COC(=O)C1(CCC(CC1)C)C trans-1,4-dimethylcyclohexanecarboxylic acid methyl ester